[Pt].C1(=CC=CC=C1)C(CC(=O)C1=CC=CC=C1)=O.C1(=CC=CC=C1)C(CC(=O)C1=CC=CC=C1)=O bis(1,3-diphenyl-1,3-propanedione) platinum